Cl.FCC1(CC1)N 1-fluoromethylcyclopropylamine hydrochloride